ClC=1C(=C(C(=CC1)OC)C1=CC(=NC=C1C(=O)NC=1SC(=NN1)OCCN(C(C)=O)C)C)F 4-(3-Chloro-2-fluoro-6-methoxyphenyl)-6-methyl-N-(5-(2-(N-methylacetamido)ethoxy)-1,3,4-thiadiazol-2-yl)nicotinamide